N-(1H-1,3-benzodiazol-5-ylmethyl)-3-(4-methoxyphenyl)pyrazin-2-amine N1C=NC2=C1C=CC(=C2)CNC2=NC=CN=C2C2=CC=C(C=C2)OC